heptafluoropentyltri(t-butyloxy)tin FC(C(F)(F)[Sn](OC(C)(C)C)(OC(C)(C)C)OC(C)(C)C)(CCC(F)(F)F)F